FC=1C(=C(C=CC1F)[C@@H]1[C@@H](O[C@@]([C@H]1C)(C(F)(F)F)C)C(=O)NC1=CC(=NC(=C1)F)C(=O)N)OC 4-[[(2R,3R,4S,5S)-3-(3,4-difluoro-2-methoxy-phenyl)-4,5-dimethyl-5-(trifluoromethyl)tetrahydrofuran-2-carbonyl]amino]-6-fluoro-pyridine-2-carboxamide